C(C1=CC=CC=C1)(=O)OC(CCC)C=1C2=CC=C(C=C2OC2=CC(C=CC12)=[N+](C)C)N(C)C N-(9-(1-(benzoyloxy)butyl)-6-(dimethylamino)-3H-xanthen-3-ylidene)-N-methylmethanaminium